NC1=C(C=C(N=N1)C1=C(C=CC=C1)O)N1CC2CCC(C1)N2C2=CC(=NC=C2)C#CCN2CC(CCCC2)(F)F 2-[6-amino-5-[8-[2-[3-(3,3-difluoroazepan-1-yl)prop-1-ynyl]-4-pyridyl]-3,8-diazabicyclo[3.2.1]octan-3-yl]pyridazin-3-yl]phenol